Ethyl 4-(1-(benzo[d][1,3]dioxol-5-yl)naphthalen-4-yloxy)butanoate O1COC2=C1C=CC(=C2)C2=CC=C(C1=CC=CC=C21)OCCCC(=O)OCC